1'-{2-[4-methanesulfonyl-3-(trifluoromethyl)phenoxy]ethyl}-2-oxo-1,2-dihydrospiro[indole-3,4'-piperidine]-5-carbonitrile CS(=O)(=O)C1=C(C=C(OCCN2CCC3(CC2)C(NC2=CC=C(C=C23)C#N)=O)C=C1)C(F)(F)F